NC=1C=NN(C1)C1CN(CCC1)C(=O)OC(C)(C)C tert-butyl 3-(4-aminopyrazol-1-yl)piperidine-1-carboxylate